[(2R,3S,4R,5R)-3,4-dihydroxy-5-[4-(hydroxyamino)-2-oxopyrimidin-1-yl]oxolan-2-yl]methyl 2-methylpropanoate CC(C(=O)OC[C@H]1O[C@H]([C@@H]([C@@H]1O)O)N1C(N=C(C=C1)NO)=O)C